C[C@@H]1N(C2=CC=CC=C2[C@@H](C1)NC1=CC=C(C=C1)NS(=O)(=O)CCNC(OCC1=CC=CC=C1)=O)C(CC)=O Benzyl (2-(N-(4-(((2S,4R)-2-methyl-1-propionyl-1,2,3,4-tetrahydroquinolin-4-yl)amino)phenyl)sulfamoyl)ethyl)carbamate